Methyl 2-[(E)-4-(4,4,5,5-tetramethyl-1,3,2-dioxaborolan-2-yl)but-3-enoxy]acetate CC1(OB(OC1(C)C)/C=C/CCOCC(=O)OC)C